O[C@@H](CC(C(=O)N)CCN1CC=CC=C1)CO ((S)-2,3-dihydroxypropyl)-4-(pyridin-1-yl)butanamide